(2-azaspiro[3.3]heptane-6-yl)(4-(5-(trifluoromethyl)pyrimidin-2-yl)piperazin-1-yl)methanone C1NCC12CC(C2)C(=O)N2CCN(CC2)C2=NC=C(C=N2)C(F)(F)F